2-fluoro-5-(6-((4-(1-methyl-4-(trifluoromethyl)-1H-imidazol-2-yl)benzyl)amino)-7H-purin-2-yl)benzonitrile FC1=C(C#N)C=C(C=C1)C1=NC(=C2NC=NC2=N1)NCC1=CC=C(C=C1)C=1N(C=C(N1)C(F)(F)F)C